N-(3'-chloro-[1,1'-biphenyl]-4-yl)-2-(2-(cyclopropanesulfonamido)pyrimidin-4-yl)-2-methylpropanamide ClC=1C=C(C=CC1)C1=CC=C(C=C1)NC(C(C)(C)C1=NC(=NC=C1)NS(=O)(=O)C1CC1)=O